(3R)-3-methyl-7-oxo-1-({[(1s,4s)-4-[2-(2-carboxyethoxy)-3-fluorophenyl]cyclohexyl]-oxy}methyl)-9-oxa-2,6-diazaspiro[4.5]decan-2-ium chloride [Cl-].C[C@H]1[NH2+]C(C2(C1)NC(COC2)=O)COC2CCC(CC2)C2=C(C(=CC=C2)F)OCCC(=O)O